BrC1=C2C=NN(C2=CC(=C1\C=C/C)Cl)C1OCCCC1 (Z)-4-Bromo-6-chloro-5-(prop-1-en-1-yl)-1-(tetrahydro-2H-pyran-2-yl)-1H-indazole